ClC/C=C/C(=O)NC1CCN(CC1)C(=O)C1=CC=C2C(=CC=CN12)C1=CC2=C(N(C=N2)C)C=C1C (2E)-4-chloro-N-{1-[8-(1,6-dimethyl-1H-1,3-benzodiazol-5-yl)indolizine-3-carbonyl]piperidin-4-yl}but-2-enamide